C12(CC3CC(CC(C1)C3)C2)N(C(OC(C)(C)C)=O)CC2=CC=C(C=C2)[C@@H]2N([C@H](CC3=CC(=CC=C23)OC)CCCC)C(C#C[Si](C)(C)C)=O tert-butyl ((1R,3R)-adamantan-1-yl)(4-((1S,3S)-3-butyl-6-methoxy-2-(3-(trimethylsilyl)propioloyl)-1,2,3,4-tetrahydroisoquinolin-1-yl)benzyl)carbamate